NC=1C2=C(N=CN1)N(C(=C2C2=CC=C(C=C2)S(=O)C2CC2)C2=CC=C(C=C2)NC(C(=C)C)=O)C N-(4-(4-amino-5-(4-(cyclopropyl-sulfinyl)phenyl)-7-methyl-7H-pyrrolo[2,3-d]pyrimidin-6-yl)phenyl)methacrylamide